2-(2,6-diketopiperazine-3-yl)-5-(4-(2-(piperazine-1-yl)ethyl)piperazine-1-yl)isoindoline-1,3-dione hydrochloride Cl.O=C1NC(CNC1N1C(C2=CC=C(C=C2C1=O)N1CCN(CC1)CCN1CCNCC1)=O)=O